((2-pyridyldithio)-propionamido) hexanoate C(CCCCC)(=O)ONC(CCSSC1=NC=CC=C1)=O